(2R)-3-(allylthio)-2-[(4R)-4-(allylthiomethyl)-6-formyl-3-oxo-3,4-dihydropyrrolo-[1,2-a]pyrazin-2(1H)-yl]propanoic acid C(C=C)SC[C@@H](C(=O)O)N1CC=2N([C@H](C1=O)CSCC=C)C(=CC2)C=O